N-(cyclopropyl-(phenyl)methyl)-4-methyl-2-(2,4,5-trifluoro-3-hydroxyphenyl)thiazole-5-carboxamide C1(CC1)C(NC(=O)C1=C(N=C(S1)C1=C(C(=C(C(=C1)F)F)O)F)C)C1=CC=CC=C1